BrC=1C=C(C(=NC1)NC(=S)NC(OCC)=O)C=1SC(=NN1)[C@H](CO[Si](C)(C)C(C)(C)C)C ethyl [(5-bromo-3-{5-[(2S)-1-{[tert-butyl(dimethyl)silyl]oxy}propan-2-yl]-1,3,4-thiadiazol-2-yl}pyridin-2-yl)carbamothioyl]carbamate